O=C1NC(CCC1N1C(C2=CC=CC(=C2C1)CCCC(=O)NC1=CC(=CC=C1)C1=CC=2[C@H]3[C@@H]([C@@H](NC2C=C1)CO)CCN3S(=O)(=O)C3=CC=C(C)C=C3)=O)=O 4-(2-(2,6-dioxopiperidin-3-yl)-1-oxoisoindolin-4-yl)-N-(3-((3aR,4R,9bR)-4-(hydroxymethyl)-1-tosyl-2,3,3a,4,5,9b-hexahydro-1H-pyrrolo[3,2-c]quinolin-8-yl)phenyl)butanamide